(1R,2R)-(-)-N-(4-methylbenzenesulfonyl)-1,2-diphenylethylenediamine CC1=CC=C(C=C1)S(=O)(=O)N[C@@H]([C@H](N)C1=CC=CC=C1)C1=CC=CC=C1